OC(CC(=O)O)C β-hydroxybutyric Acid